tris(2,6-dimethoxyphenyl)phosphine Methyl-(2S,5R)-5-((tert-butoxycarbonyl)amino)tetrahydro-2H-pyran-2-carboxylate COC(=O)[C@H]1OC[C@@H](CC1)NC(=O)OC(C)(C)C.COC1=C(C(=CC=C1)OC)P(C1=C(C=CC=C1OC)OC)C1=C(C=CC=C1OC)OC